C(C)(C)(C)C=CC1=CC=CC=C1 tertbutyl-styrene